(S)-4-(2-Cyclopropylethoxy)-7-isopropyl-11-oxo-2,6,7,11-tetrahydro-1H-furo[2,3-h]pyrido[2,1-a]isoquinoline-10-carboxylic Acid C1(CC1)CCOC1=CC=2C[C@H](N3C(C2C2=C1OCC2)=CC(C(=C3)C(=O)O)=O)C(C)C